NC(C(C)O)O 1-aminopropane-1,2-diol